2-(2-(1-(2-(methylamino)-5-nitrophenyl)-1H-imidazol-4-yl)-5-(trifluoromethyl)phenoxy)5-((3aS,4S,6aR)-2-oxohexahydro-1H-thieno[3,4-d]imidazol-4-yl)pentanoic acid ethyl ester C(C)OC(C(CCC[C@@H]1SC[C@@H]2NC(N[C@@H]21)=O)OC2=C(C=CC(=C2)C(F)(F)F)C=2N=CN(C2)C2=C(C=CC(=C2)[N+](=O)[O-])NC)=O